The molecule is a fatty acid ethyl ester of 3-hexenoic acid. It has a role as a metabolite. It derives from a 3-hexenoic acid. CC/C=C/CC(=O)OCC